2-(tert-butyl)-5-((7-chloro-1-methyl-6-((6-(methylamino)pyrazolo[1,5-a]pyrazin-3-yl)oxy)-1H-imidazo[4,5-b]pyridin-2-yl)amino)-3-ethylpyrimidin-4(3H)-one C(C)(C)(C)C1=NC=C(C(N1CC)=O)NC=1N(C=2C(=NC=C(C2Cl)OC=2C=NN3C2C=NC(=C3)NC)N1)C